CC1=CN=C(S1)C=1C=C(O[C@H]2CN(CCC2)C(=O)OC(C)(C)C)C=C(C1)C(N[C@H](C)C=1C=NC(=NC1)C(F)(F)F)=O tert-Butyl (3R)-3-[3-(5-methyl-1,3-thiazol-2-yl)-5-({(1R)-1-[2-(trifluoromethyl)pyrimidin-5-yl]ethyl}carbamoyl)phenoxy]piperidine-1-carboxylate